2-(2-fluoro-4-methylphenyl)propan-2-amine hydrochloride Cl.FC1=C(C=CC(=C1)C)C(C)(C)N